N-(4-(4-fluorophenyl)pyridin-3-yl)-2-(pyridin-2-ylamino)pyrimidine-4-carboxamide FC1=CC=C(C=C1)C1=C(C=NC=C1)NC(=O)C1=NC(=NC=C1)NC1=NC=CC=C1